C1(=CC=CC=C1)N(C(=O)OC1C(CCC1)CN)C1=CC(=NO1)C(C)(C)C#N 2-(aminomethyl)cyclopentan-1-ol phenyl-(3-(2-cyanopropan-2-yl)isoxazol-5-yl)carbamate